3-(1H-imidazol-4-yl)azetidine-1-carboxylic acid tert-butyl ester C(C)(C)(C)OC(=O)N1CC(C1)C=1N=CNC1